2,5-dichloro-3,6-dicyano-1,4-benzoquinone ClC=1C(C(=C(C(C1C#N)=O)Cl)C#N)=O